Undec-7-en-1-one C(CCCCCC=CCCC)=O